(2,3-dihydrobenzofuran-3-yl)-N-(7-(hydroxyamino)-7-oxoheptyl)pyrimidine-5-carboxamide O1CC(C2=C1C=CC=C2)C2=NC=C(C=N2)C(=O)NCCCCCCC(=O)NO